C(CC)C1=CNC2=CC=CC=C12 3-propyl-1H-indol